BrC=1C=C(C(=C(C1)C(=O)N1C[C@@H](O[C@@H](C1)C)C)N[C@H]1CN(C[C@@H]1OC)C(=O)C=1C2=C(C=NC1)NN=C2Cl)[N+](=O)[O-] (5-Bromo-2-(((3s,4s)-1-(3-chloro-1H-pyrazolo[3,4-c]pyridine-4-carbonyl)-4-methoxypyrrolidin-3-yl)amino)-3-nitrophenyl)((2s,6r)-2,6-dimethylmorpholinyl)methanone